2-(cyclopropanecarbonyl)-8,8-dimethyl-7-oxo-2-azaspiro[3.5]non-5-ene-6-carbonitrile C1(CC1)C(=O)N1CC2(C1)C=C(C(C(C2)(C)C)=O)C#N